C(C)(=O)NC=1SC(=NN1)S(=O)(=O)Cl 2-acetamido-5-chlorosulfonyl-1,3,4-thiadiazole